[O-2].[Sc+3].[P+3].[O-2].[O-2] phosphorus scandium oxide